6-((3,5-Dimethoxyphenyl)(3-(1-methyl-1H-pyrazol-4-yl)quinoxalin-6-yl)amino)-N-hydroxycaproamide COC=1C=C(C=C(C1)OC)N(CCCCCC(=O)NO)C=1C=C2N=C(C=NC2=CC1)C=1C=NN(C1)C